C1(=CC=CC=C1)[P+](C)(C)C phenyl-trimethylphosphonium